[(diphenylmethylidene)amino]-3-[5-(3-methyl-2-oxo-1,3-benzoxazol-5-yl)-1-benzofuran-2-yl]propanenitrile C1(=CC=CC=C1)C(C1=CC=CC=C1)=NC(C#N)CC=1OC2=C(C1)C=C(C=C2)C=2C=CC1=C(N(C(O1)=O)C)C2